OC1=CC=C(C=C1)C(C(=O)O)C1=CC=C(C=C1)O bis(4-hydroxyphenyl)-acetic acid